5-(3-Chloropyrazol-1-yl)-2-(3,4-difluorophenyl)-1-ethyl-6-methyl-4-oxo-pyridine-3-carboxylic acid ClC1=NN(C=C1)C=1C(C(=C(N(C1C)CC)C1=CC(=C(C=C1)F)F)C(=O)O)=O